N-(5-(2,3-Dihydrobenzo[b][1,4]dioxine-6-carboxamido)-2-methylpyridin-3-yl)-6-((4-ethylpiperazin-1-yl)methyl)thieno[2,3-b]pyridine-2-carboxamide O1C2=C(OCC1)C=C(C=C2)C(=O)NC=2C=C(C(=NC2)C)NC(=O)C2=CC=1C(=NC(=CC1)CN1CCN(CC1)CC)S2